C(C)(CC)C1C(NC2=C(CN1C(=O)NCCS(=O)(=O)C)C=CC=C2)=O 3-(sec-butyl)-N-(2-(methylsulfonyl)ethyl)-2-oxo-1,2,3,5-tetrahydro-4H-benzo[1,4]diazepine-4-carboxamide